2-(2-chloro-5-fluorophenyl)acetonitrile ClC1=C(C=C(C=C1)F)CC#N